potassium prop-2-ene-1-sulfonate C(C=C)S(=O)(=O)[O-].[K+]